BrC1=CC(=C(O[C@H](C(=O)O)C(C)C)C=C1)C(CC)=O (2S)-2-(4-bromo-2-propionylphenoxy)-3-methylbutanoic acid